8-Cyclopentyl-6-hydroxymethyl-2-(5-phenyl-pyridin-2-ylamino)-8H-pyrido[2,3-d]pyrimidin-7-one C1(CCCC1)N1C(C(=CC2=C1N=C(N=C2)NC2=NC=C(C=C2)C2=CC=CC=C2)CO)=O